CC=1C=C(C=NC1N1CCC(CC1)C(F)(F)F)NC=1C=CC2=C(OCC(N2)=O)C1 7-((5-methyl-6-(4-(trifluoromethyl)piperidin-1-yl)pyridin-3-yl)amino)-2H-benzo[b][1,4]oxazin-3(4H)-one